1-(1-(5-cyclopropylpyrimidin-2-yl)ethyl)-4-(Propan-1-yn-1-yl)-1H-indazole-7-carboxylic acid methyl ester COC(=O)C=1C=CC(=C2C=NN(C12)C(C)C1=NC=C(C=N1)C1CC1)C#CC